1-(thiophen-2-yl)ethanone oxime S1C(=CC=C1)C(C)=NO